OC1(CC(=C(C=C1)[N+](=O)[O-])O)O 1,3-dihydroxy-4-nitrophenol